C(C1=CC=CC=C1)[C@@H]1OCCN(C1)C=1C(=C(C=CC1)N)[N+](=O)[O-] (S)-3-(2-benzylmorpholino)-2-nitrobenzenamine